N-(2-(2-(2-amino-2-oxoethoxy)ethoxy)ethyl)-2-(2-(2-(2-(4-(hydroxymethyl)phenoxy)acetamido)ethoxy)ethoxy)acetamide NC(COCCOCCNC(COCCOCCNC(COC1=CC=C(C=C1)CO)=O)=O)=O